COC1=CC=C(C(=N1)C)NC(C1=C(C=CC(=C1)C(F)(F)F)NC1=C(N=CS1)C)=O N-(6-methoxy-2-methylpyridin-3-yl)-2-((4-methylthiazol-5-yl)amino)-5-(trifluoromethyl)-benzamide